O=C1COC2(C1C(=O)OC)CCN(CC2)C(=O)OC(C)(C)C 8-(tert-butyl) 4-methyl 3-oxo-1-oxa-8-azaspiro[4.5]decane-4,8-dicarboxylate